FC1=CC=C(C=C1)NN 4-Fluorophenyl-hydrazine